[4-({1-[(2E)-2-(aminomethyl)-3-fluoroprop-2-en-1-yl]-5-oxo-1,5-dihydro-4H-1,2,4-triazol-4-yl}methyl)thiophen-3-yl]-1-methyl-3,4-dihydroquinolin-2(1H)-one NC/C(/CN1N=CN(C1=O)CC=1C(=CSC1)C1C(N(C2=CC=CC=C2C1)C)=O)=C\F